tert-butyl N-methyl-N-[2-[2-[5-(2-oxoindolin-5-yl)pyrazol-1-yl]ethoxy]ethyl]carbamate CN(C(OC(C)(C)C)=O)CCOCCN1N=CC=C1C=1C=C2CC(NC2=CC1)=O